[N+](=O)([O-])C1=C(C=C(OC2CC3(CC(C3)NC(OC(C)(C)C)=O)C2)C=C1)C(F)(F)F tert-butyl (6-(4-nitro-3-(trifluoromethyl)phenoxy) spiro[3.3]heptan-2-yl)carbamate